BrC1=CC=C2C=CC(=C(C2=C1)N(C(OC(C)(C)C)=O)CC(=C)C#N)C tert-butyl (7-bromo-2-methylnaphthalen-1-yl)(2-cyanoallyl)carbamate